COC1=C(C(=C2C(=C1)OC(=C(C2=O)OC)C3=CC(=C(C=C3)O)O)[O-])O The molecule is a flavonoid oxoanion obtained by deprotonation of the 5-hydroxy group of 3',4',5,6-tetrahydroxy-3,7-dimethoxyflavone. It is the major microspecies at pH 7.3 (according to Marvin v 6.2.0.). It is a conjugate base of a 3',4',5,6-tetrahydroxy-3,7-dimethoxyflavone.